[4-(1,1-difluoro-2-oxopropyl)phenyl]acetic acid FC(C(C)=O)(F)C1=CC=C(C=C1)CC(=O)O